(R)-2-(bromomethyl)morpholine-4-carboxylic acid tert-butyl ester C(C)(C)(C)OC(=O)N1C[C@@H](OCC1)CBr